(R)-l-1-(4,4-difluorocyclohex-1-en-1-yl)-8-((3S,5R)-3,5-dimethylpiperazin-1-yl)-3-(4-fluorophenyl)-10-(trifluoromethyl)-3,4-dihydro-2H,6H-[1,4]thiazepino[2,3,4-ij]quinazolin-6-one FC1(CC=C(CC1)S1C[C@@H](CN2C(N=C(C3=CC(=CC1=C23)C(F)(F)F)N2C[C@@H](N[C@@H](C2)C)C)=O)C2=CC=C(C=C2)F)F